(R)-3-methyl-2-(7-(1-methylpiperidin-3-yl)-7H-imidazo[4,5-c]pyridazin-3-yl)-5-(trifluoromethyl)phenol CC=1C(=C(C=C(C1)C(F)(F)F)O)C1=CC2=C(N=N1)N(C=N2)[C@H]2CN(CCC2)C